5-[(1S)-1-aminoethyl]-N-methyl-1-pyrimidin-2-yl-1,2,4-triazol-3-amine N[C@@H](C)C1=NC(=NN1C1=NC=CC=N1)NC